N-((1r,4r)-4-(3-chloro-4-(1,2,4-oxadiazol-3-yl)phenoxy)cyclohexyl)-6-(4-formylpiperidin-1-yl)pyridazine-3-carboxamide ClC=1C=C(OC2CCC(CC2)NC(=O)C=2N=NC(=CC2)N2CCC(CC2)C=O)C=CC1C1=NOC=N1